bis[4-hydroxyphenyl]phenylsulfonium perfluorobutanesulfonate FC(C(C(C(F)(F)F)(F)F)(F)F)(S(=O)(=O)[O-])F.OC1=CC=C(C=C1)[S+](C1=CC=CC=C1)C1=CC=C(C=C1)O